1-(4-(4-(1,3-dioxolan-2-yl)piperidin-1-yl)-2-fluorophenyl)dihydropyrimidine-2,4(1h,3h)-dione O1C(OCC1)C1CCN(CC1)C1=CC(=C(C=C1)N1C(NC(CC1)=O)=O)F